CN(C1=CC=C(C=C1)S(=O)(=O)NC[C@@H](CNC(OC(C)(C)C)=O)C)C (R)-tert-Butyl 3-(4-(dimethylamino)phenylsulfonamido)-2-methylpropylcarbamate